phosphoric acid trisodium dipotassium salt [K+].[K+].[Na+].[Na+].[Na+].P([O-])([O-])([O-])=O